C(C)NN(C(C(=C)CCC)=O)NCC N,N-diethylaminopropylacrylamide